CC(C)N1N=C(C=C1)S(=O)(=O)N 1-(propan-2-yl)-1H-pyrazole-3-sulfonamide